ClC1=CC=C(S1)CNC1=CC(=NN1C(C(CO)(C)C)=O)C1(CN(CCC1)C(=O)OC(C)(C)C)C tert-butyl 3-(5-[(5-chlorothiophen-2-yl)methyl]amino-1-(3-hydroxy-2,2-dimethylpropanoyl)-1H-pyrazol-3-yl)-3-methylpiperidine-1-carboxylate